BrC=1N=C(C(=NC1)N(C(OC(C)(C)C)=O)C(=O)OC(C)(C)C)C=1OC(=NN1)C1=CC=CC=C1 tert-Butyl N-[5-bromo-3-(5-phenyl-1,3,4-oxadiazol-2-yl)pyrazin-2-yl]-N-tert-butoxycarbonyl-carbamate